COC=1C=C2C(=NC=NC2=CC1OC)CCCCCNS(=O)(=O)N N-(5-(6,7-dimethoxyquinazolin-4-yl)pentyl)sulfamide